CN(C/C=C/C(=O)NC1=CC=C(C=C1)B1OC(C(O1)(C)C)(C)C)C (E)-4-(dimethylamino)-N-(4-(4,4,5,5-tetramethyl-1,3,2-dioxaborolane-2-yl)phenyl)but-2-enamide